C(C)(C)N(CC(=O)O)C(C1=C(C=C(C=C1)Br)C)=O isopropyl-(2-methyl-4-bromo-benzoyl)glycine